BrC1=CC(=C(C=C1)C)C(=COC)C 4-bromo-2-(2-methoxy-1-methyl-vinyl)-1-methyl-benzene